S1C(=CC=C1)C(CC)N 1-thiophen-2-yl-propane-1-amine